OC1(COCC1)CN1CC2=CC=C3C(=C2CC1)C=C(N3)C=O {7-[(3-hydroxytetrahydrofuran-3-yl)methyl]-6,7,8,9-tetrahydro-3H-pyrrolo[3,2-f]isoquinolin-2-yl}methanone